N-(o-tolylsulfonyl)-6-[3-[[1-(trifluoromethyl)cyclopropyl]methoxy]pyrazol-1-yl]-2-[(4S)-2,2,4-trimethylpyrrolidin-1-yl]pyridine-3-carboxamide C1(=C(C=CC=C1)S(=O)(=O)NC(=O)C=1C(=NC(=CC1)N1N=C(C=C1)OCC1(CC1)C(F)(F)F)N1C(C[C@@H](C1)C)(C)C)C